O1POCC2OCC(OPOCC3C1CCC3)C2 decahydro5,8-methanocyclopenta[l][1,3,6,9,11,2,10]pentaoxadiphosphacyclotetradecin